(R)-N-(3-methyl-4-(4-methylpiperazin-1-yl)phenyl)-6-(3-phenylisoxazolidin-2-yl)pyrimidin-4-amine CC=1C=C(C=CC1N1CCN(CC1)C)NC1=NC=NC(=C1)N1OCC[C@@H]1C1=CC=CC=C1